1-({[(1R)-1-(4-Acetyl-3,5-Diethoxyphenyl)Ethyl](4-Phenylbutyl)Carbamoyl}Amino)-3,3-Difluoro-N-Sulfamoylcyclobutane-1-Carboxamide bis(2,2,3,3-tetrafluoro-propyl)carbonate FC(COC(OCC(C(F)F)(F)F)=O)(C(F)F)F.C(C)(=O)C1=C(C=C(C=C1OCC)[C@@H](C)N(C(=O)NC1(CC(C1)(F)F)C(=O)NS(N)(=O)=O)CCCCC1=CC=CC=C1)OCC